C(CCCCCCCCCCC)(=O)O.OC1=CC=C(C(=O)C2=CC=CC=C2)C=C1 4-hydroxybenzophenone laurate